tert-butyl (5-chloro-3-cyclopropylpyrazolo[1,5-a]pyrimidin-7-yl)(4-(pyridin-2-yl)benzyl)carbamate ClC1=NC=2N(C(=C1)N(C(OC(C)(C)C)=O)CC1=CC=C(C=C1)C1=NC=CC=C1)N=CC2C2CC2